FC=1C(=C(C=CC1C=1C=NN(C1)C)S(=O)(=O)N1CCN(C2=CC=CC(=C12)C)C)C 4-[3-Fluoro-2-methyl-4-(1-methyl-1H-pyrazol-4-yl)benzenesulfonyl]-1,5-dimethyl-1,2,3,4-tetrahydroquinoxaline